6-(trifluoromethyl)pyrazolo[1,5-a]pyrimidine-2-carboxylic acid FC(C=1C=NC=2N(C1)N=C(C2)C(=O)O)(F)F